2-(2-(2-(4-(4-((5-chloro-4-((2-(isopropylsulfonyl)phenyl)amino)pyrimidin-2-yl)amino)-5-isopropoxy-2-methylphenyl)piperidin-1-yl)acetamido)ethoxy)ethyl methanesulfonate CS(=O)(=O)OCCOCCNC(CN1CCC(CC1)C1=C(C=C(C(=C1)OC(C)C)NC1=NC=C(C(=N1)NC1=C(C=CC=C1)S(=O)(=O)C(C)C)Cl)C)=O